C(#N)N1C[C@H](CC1)CNC(C1=NC=CC(=C1)C1=CC=CC=C1)=O (R)-N-((1-Cyanopyrrolidin-3-yl)methyl)-4-phenylpicolinamid